1-aminocyclohexanol NC1(CCCCC1)O